CC1CC(CC2C1O2)C(=O)[O-] 4-epoxy-6-methylcyclohexylcarboxylate